Cl.NC1=C(C=CC(=C1)C(F)(F)F)S 2-amino-4-(trifluoromethyl)benzene-1-thiol hydrogen chloride salt